O=C1C(O)=C([O-])[C@H](O1)[C@@H](O)CO.[NH4+].C(C)O.C(C)O.C(C)O triethanol ammonium ascorbate